C1(=CC=CC=C1)C=1C(=CC=CC1)N 2'-biphenylamine